CC=1C=C(C=C(C1)C)C(C(=O)N(C)C)=O 2-(3,5-dimethylphenyl)-N,N-dimethyl-2-oxoacetamide